ClC1=CC=CC2=C1N=NN(C2=O)O 8-chloro-3-hydroxy-benzo[d][1,2,3]triazin-4(3H)-one